C(C)N(CC)CSC=1[C-](C=CC1)NC(C1=CC=C(C=C1)Br)=O.[CH-]1C=CC=C1.[Fe+2] N-(2-(diethylaminomethylthio)ferrocenyl)-4-bromobenzamide